5-[4-amino-5-(trifluoromethyl)pyrrolo[2,1-f][1,2,4]triazin-7-yl]-N-{4-fluoro-1-[(pyridin-2-yl)methyl]pyrrolidin-3-yl}-2-methoxypyridine-3-carboxamide NC1=NC=NN2C1=C(C=C2C=2C=C(C(=NC2)OC)C(=O)NC2CN(CC2F)CC2=NC=CC=C2)C(F)(F)F